BrC1=CC(=C2C(C(N(C2=C1)C1CC(C1)=O)=O)(C)C)C(F)F 6-bromo-4-(difluoromethyl)-3,3-dimethyl-1-(3-oxocyclobutyl)indolin-2-one